ethyl 4-(4-((2-fluoro-5-(trifluoromethyl)benzyl)carbamoyl)phenyl)-1H-indole-2-carboxylate FC1=C(CNC(=O)C2=CC=C(C=C2)C2=C3C=C(NC3=CC=C2)C(=O)OCC)C=C(C=C1)C(F)(F)F